1-(5-(ethylsulfonyl)-6-(2-(trifluoromethyl)pyrazolo[1,5-a]pyrimidin-5-yl)pyridin-2-yl)urea C(C)S(=O)(=O)C=1C=CC(=NC1C1=NC=2N(C=C1)N=C(C2)C(F)(F)F)NC(=O)N